COC(C1=C(C=CC=C1)C(C1=CC=CC=C1)=O)=O.FC1=C(C(=O)N[C@@H](C(=O)N2CCC3(C(CN(C3)C)C3=CC=C(C=C3)F)CC2)C2=CC=CC=C2)C=C(C=C1)C(F)(F)F 2-fluoro-N-((1R)-2-(4-(4-fluorophenyl)-2-methyl-2,8-diazaspiro[4.5]decan-8-yl)-2-oxo-1-phenylethyl)-5-(trifluoromethyl)benzamide Methyl-2-Benzoylbenzoate